2-amino-N-(2,6-dioxopiperidin-3-yl)-5-hydroxybenzoamide NC1=C(C(=O)NC2C(NC(CC2)=O)=O)C=C(C=C1)O